N-((6-(naphthalen-2-yl)imidazo[2,1-b]oxazol-5-yl)methyl)-2,3-dihydro-1H-indene-2-carboxamide C1=C(C=CC2=CC=CC=C12)C=1N=C2OC=CN2C1CNC(=O)C1CC2=CC=CC=C2C1